FC1=C(C(=CC=C1)C)N1CCC(CC1)(C)N1C(N(C=2C(C1)=CN(N2)C)CC2=C(C=CC=C2)C(F)(F)F)=O 5-[1-(2-fluoro-6-methyl-phenyl)-4-methyl-piperidin-4-yl]-2-methyl-7-(2-trifluoromethyl-benzyl)-2,4,5,7-tetrahydro-pyrazolo[3,4-d]pyrimidin-6-one